BrC=1C=NN(C1)C1=C(C=C(C=C1)NC(CC1=C(C=CC=C1)Cl)=O)S(N)(=O)=O N-[4-(4-bromo-1H-pyrazol-1-yl)-3-sulfamoylphenyl]-2-(2-chlorophenyl)acetamide